6-bromo-4-fluoro-2-(oxetan-2-yl)-1-(propan-2-yl)-1H-benzimidazole BrC=1C=C(C2=C(N(C(=N2)C2OCC2)C(C)C)C1)F